FC=1C=C(C=C(C1)F)C1CC=NN1C(=O)C12CC(C1)(C2)CN2C=NC=C2C#N 1-((3-(5-(3,5-difluorophenyl)-4,5-dihydro-1H-pyrazole-1-carbonyl)bicyclo[1.1.1]-pentan-1-yl)methyl)-1H-imidazole-5-carbonitrile